CC1(C(C(=CC2(CN(CCO2)C(=O)C=2C(=NN(C2)C=2C=NC=CC2)C(F)(F)F)C1)C#N)=O)C 10,10-dimethyl-9-oxo-4-[1-(pyridin-3-yl)-3-(trifluoromethyl)-1H-pyrazole-4-carbonyl]-1-oxa-4-azaspiro[5.5]undec-7-ene-8-carbonitrile